C1CC(CCC1O)O (1R,4R)-cyclohexane-1,4-diol